C(C)C=1N=C2N(C=C(C=C2)C2CCN(CC2)S(=O)(=O)C)C1N(C=1SC=C(N1)C1=CC=C(C=C1)OC)C N-(2-ethyl-6-(1-(methylsulfonyl)piperidin-4-yl)imidazo[1,2-a]pyridin-3-yl)-4-(4-methoxyphenyl)-N-methylthiazol-2-amine